5-(tert-butoxycarbonylmethyloxycarbonyl)-bicyclo[2.2.1]Hept-2-ene C(C)(C)(C)OC(=O)COC(=O)C1C2C=CC(C1)C2